6-bromo-3-(3-fluorobenzyl)isobenzofuran-1(3H)-one BrC1=CC=C2C(OC(C2=C1)=O)CC1=CC(=CC=C1)F